O1COC2=C1C=CC(=C2)N(C(=O)C=2C=C(C=CC2)N2N=C(C=C2OC2CCC(CC2)C(=O)O)C(F)(F)F)C 4-[2-[3-[1,3-benzodioxol-5-yl(methyl)carbamoyl]phenyl]-5-(trifluoromethyl)pyrazol-3-yl]oxycyclohexanecarboxylic acid